COC1=CC=C(C=C1)C1=CC(OCC1)=O 4-(4-methoxyphenyl)-5,6-dihydro-2H-pyran-2-one